ClC=1C=C(CCNC[C@@H](CNC2=CC=C(C=C2)N(S(=O)(=O)C)C)O)C=CC1 (S)-N-(4-((3-((3-chlorophenethyl)amino)-2-hydroxypropyl)amino)phenyl)-N-methylmethanesulfonamide